N1CC(C1)C(=O)N1CCC(CC1)N1N=CC(=C1)C=1C=C(C=2N(C1)N=CC2C#N)C2=C(C=CC=C2)F 6-(1-(1-(azetidine-3-carbonyl)piperidin-4-yl)-1H-pyrazol-4-yl)-4-(2-fluorophenyl)pyrazolo[1,5-a]pyridine-3-carbonitrile